[6-[3-cyclopropyl-1H-1,2,4-triazol-5-yl]-2-azaspiro[3.3]heptan-2-yl]-[6-[difluoro-[6-(trifluoromethyl)pyridazin-3-yl]methyl]-2-azaspiro[3.3]heptan-2-yl]methanone C1(CC1)C1=NNC(=N1)C1CC2(CN(C2)C(=O)N2CC3(C2)CC(C3)C(C=3N=NC(=CC3)C(F)(F)F)(F)F)C1